2-Ethoxy-7-phenyl-6-(o-tolylselanyl)-3,4,5-trihydro-1,2-oxaphosphepine 2-oxide C(C)OP1(OC(=C(CCC1)[Se]C1=C(C=CC=C1)C)C1=CC=CC=C1)=O